(S)-10-((dimethylamino)methyl)-4-ethyl-4-hydroxy-3,14-dioxo-3,4,12,14-tetrahydro-1H-pyrano[3',4':6,7]indolizino[1,2-b]quinolin-9-yl (2-aminoethyl)carbamate NCCNC(OC1=C(C=2C=C3C(=NC2C=C1)C1=CC2=C(C(N1C3)=O)COC([C@]2(O)CC)=O)CN(C)C)=O